3-methyl-4-(2-oxiranyl)-2-butanone CC(C(C)=O)CC1OC1